6-Chloro-N-methoxy-4-((2-(N-methylmethanesulfonamido)-3-(trifluoromethyl)phenyl)amino)nicotinamide ClC1=NC=C(C(=O)NOC)C(=C1)NC1=C(C(=CC=C1)C(F)(F)F)N(S(=O)(=O)C)C